C[P]C dimethyl-phosphorus